methyl (2S)-6-allyl-1-((S)-2-((tert-butoxycarbonyl)amino)pent-4-enoyl)piperidine-2-carboxylate C(C=C)C1CCC[C@H](N1C([C@H](CC=C)NC(=O)OC(C)(C)C)=O)C(=O)OC